NC=1C(=C(C(=O)N(C)C)C(=CC1)N1CCN(CC1)C)F 3-amino-2-fluoro-N,N-dimethyl-6-(4-methylpiperazin-1-yl)benzamide